5-Nonadecenoic acid C(CCCC=CCCCCCCCCCCCCC)(=O)O